[O-]S(=O)(=O)C(F)(F)F.C1=CC=CC2=CC3=CC=CC=C3C(=C12)C1=[N+](C(=CC=C1)F)C 2-(Anthracene-9-yl)-6-fluoro-1-methylpyridin-1-ium triflate